NC1=C(C(=O)NCC(C)C)C=C(C=N1)C1=C(C=C(C=C1)NC([C@H](O)C1=CC(=CC(=C1)F)F)=O)C (R)-2-amino-5-(4-(2-(3,5-difluorophenyl)-2-hydroxyacetamido)-2-methylphenyl)-N-isobutylnicotinamide